pyridin-3-yl-ethan-1-one N1=CC(=CC=C1)C(C)=O